((R)-1-(3-(((S)-1-propenylpyrrolidin-2-yl)methyl)ureido)-2-phenylethyl)boronic acid C(=CC)N1[C@@H](CCC1)CNC(N[C@@H](CC1=CC=CC=C1)B(O)O)=O